N-(3-{(2-benzyl-2,7-diaza-7-spiro[3.5]nonyl)carbonyl}bicyclo[1.1.1]pent-1-yl)-5-oxo-2-pyrazoline-3-carboxamide C(C1=CC=CC=C1)N1CC2(C1)CCN(CC2)C(=O)C21CC(C2)(C1)NC(=O)C1=NNC(C1)=O